CC1(OC2=CC(=CC=C2C(C1)=O)C1=CNC=2N=C(N=CC21)NCC(C)(C)C)C 2,2-dimethyl-7-(2-(neopentylamino)-7H-pyrrolo[2,3-d]pyrimidin-5-yl)chroman-4-one